((1R,4R)-4-(6-methoxy-5-(4-(6-(trifluoromethyl)pyridin-2-yl)-1H-1,2,3-triazol-1-yl)-2H-indazol-2-yl)cyclohexyl)methanol COC=1C(=CC2=CN(N=C2C1)C1CCC(CC1)CO)N1N=NC(=C1)C1=NC(=CC=C1)C(F)(F)F